carbon (lactic acid) C(C(O)C)(=O)O.[C]